4-(2-(2-hydroxy-5-fluorophenyl)-2-(4-fluorophenyl)vinyl)-1-methylpyridine bromide [Br-].OC1=C(C=C(C=C1)F)C(=CC1=CCN(C=C1)C)C1=CC=C(C=C1)F